D-leucyl-L-prolyl-{4-[N'-(ethoxycarbonyl)carbamimidoyl]benzyl}amide N[C@H](CC(C)C)C(=O)N1[C@@H](CCC1)C(=O)[N-]CC1=CC=C(C=C1)C(N)=NC(=O)OCC